3-(2-{[(2R,7aS)-2-fluoro-hexahydro-1H-pyrrolizin-7a-yl]methoxy}-4-(4-methylpiperidin-4-yl)-8-fluoropyrido[4,3-d]pyrimidin-7-yl)-5-chloro-4-cyclopropylphenol F[C@@H]1C[C@@]2(CCCN2C1)COC=1N=C(C2=C(N1)C(=C(N=C2)C=2C=C(C=C(C2C2CC2)Cl)O)F)C2(CCNCC2)C